(R or S)-1-(2-aminoethyl)-4-((tert-butyldimethylsilyl)oxy)piperidin-2-one NCCN1C(C[C@@H](CC1)O[Si](C)(C)C(C)(C)C)=O |o1:6|